6-(3-chloro-5-fluorophenoxy)-7-(difluoromethyl)-2,2-difluorobenzo[b]thiophen-3(2H)-one 1-oxide ClC=1C=C(OC=2C=CC3=C(S(C(C3=O)(F)F)=O)C2C(F)F)C=C(C1)F